F[P-](F)(F)(F)(F)F.ClC1=CC=C(C=2[S+](C3=CC=CC=C3C(C12)=O)C1=CC=C(C=C1)OC1=CC=CC=C1)OCCC 1-chloro-9-oxo-10-(4-phenoxyphenyl)-4-propoxy-9H-thioxanthen-10-ium hexafluorophosphate